tert-Butyl (2R)-4-(2,6-dioxopiperidin-3-yl)-2-methylpiperazine-1-carboxylate O=C1NC(CCC1N1C[C@H](N(CC1)C(=O)OC(C)(C)C)C)=O